2-bromo-4-(difluoromethyl)-1-isopropyl-imidazole BrC=1N(C=C(N1)C(F)F)C(C)C